COC=1C(=CC(=C(C1)N1CCC(CC1)CN1CC2C(C1)CN(C2)C(=O)[O-])C=2C=NN(C2)C)[N+](=O)[O-] 5-((1-(5-methoxy-2-(1-methyl-1H-pyrazol-4-yl)-4-nitrophenyl)piperidin-4-yl)methaneyl)hexahydropyrrolo[3,4-c]pyrrole-2(1H)-carboxylate